FC1=C(C=CC(=C1C1=CC=C2C(=NNC2=C1)C)F)NS(=O)(=O)C1=C(C=CC(=C1)F)F N-(2,4-difluoro-3-(3-methyl-1H-indazol-6-yl)phenyl)-2,5-difluorobenzenesulfonamide